COC1=C(C2=CC=CC=C2C=C1)C=C[N+](=O)[O-] 2-methoxy-1-(2-nitroethenyl)naphthalene